ClC=1C(=C(C=CC1)NC1=NC=NC2=CC(=C(C=C12)NC(C=C)=O)C#CC12CCN(CC1)CC2)F N-(4-((3-chloro-2-fluorophenyl)amino)-7-(quinuclidin-4-ylethynyl)-quinazolin-6-yl)acrylamide